FC=1C=C(C(=NC1)O)[C@@]12N(CC[C@H]2C1)C1=NC=2N(C=C1)N=CC2C(=O)OCC ethyl 5-((1R,5S)-1-(5-fluoro-2-hydroxypyridin-3-yl)-2-azabicyclo[3.1.0]-hexan-2-yl)pyrazolo[1,5-a]pyrimidine-3-carboxylate